1-Acetyl-6-butyl-3,3-dimethyl-1,2,3,4-tetrahydro-pyrrolo[3,2-b]pyridin-5-one C(C)(=O)N1CC(C=2NC(C(=CC21)CCCC)=O)(C)C